2-(4-((1-(tert-butoxycarbonyl)piperidin-4-yl)methyl)piperazin-1-yl)acetic acid C(C)(C)(C)OC(=O)N1CCC(CC1)CN1CCN(CC1)CC(=O)O